2-Chloro-4-(((1r,3r)-3-amino-2,2,4,4-tetramethylcyclobutyl)oxy)benzene-1-carbonitrile hydrochloride Cl.ClC1=C(C=CC(=C1)OC1C(C(C1(C)C)N)(C)C)C#N